C(C)OC(CN(C1=C(C=CC=C1NC)C)S(=O)(=O)C1=C(C=C(C=C1)N1C=NC(=C1)C)C)=O 2-[2-Methyl-6-(methylamino)-N-[2-methyl-4-(4-methylimidazol-1-yl)phenyl]sulfonyl-anilino]acetic acid ethyl ester